4,6-Dichlorofuro[3,2-c]pyridine ClC1=NC(=CC2=C1C=CO2)Cl